NC1=CC=C(C(=C1NC(CNC=1C=2N(N=C(C1)N1CCOCC1)C(=CN2)C)=O)F)F N-(6-amino-2,3-difluorophenyl)-2-((3-methyl-6-morpholinoimidazo[1,2-b]pyridazin-8-yl)amino)acetamide